3-(2-pyrrolidinylethyl)styrene N1(CCCC1)CCC=1C=C(C=C)C=CC1